C(C1=CC=C(C(=O)OCCCCCCC(C)C)C=C1)(=O)OCCCCCCC(C)C Diisononyl terephthalate